O=C(COCC(=O)NCC#C)NC1=CC=C(C=C1)CCC(N1C(CC1)=O)=O 2-(2-oxo-2-((4-(3-oxo-3-(2-oxoazetidin-1-yl)propyl)phenyl)amino)ethoxy)-N-(prop-2-yn-1-yl)acetamide